FC1=C(C=CC(=C1)COC1C2CN(C(C1)C2)C)CN (2-fluoro-4-(((2-methyl-2-azabicyclo[2.2.1]hept-5-yl)oxy)methyl)phenyl)methylamine